C(C)(C)(C)C1=NOC(=N1)C(=O)N[C@H](C)C1=C(C=C(C=C1)C1=CC(=NC=N1)NC1=CC=C(C=N1)C1CN(C1)C(=O)OC(C)(C)C)C tert-butyl (R)-3-(6-((6-(4-(1-(3-(tert-butyl)-1,2,4-oxadiazole-5-carboxamido)ethyl)-3-methylphenyl)pyrimidin-4-yl)amino)pyridin-3-yl)azetidine-1-carboxylate